bis{4-(4-aminophenoxy)phenyl} ether NC1=CC=C(OC2=CC=C(C=C2)OC2=CC=C(C=C2)OC2=CC=C(C=C2)N)C=C1